tributyl-([[4-(trifluoromethyl)phenyl]methoxy]methyl)stannane C(CCC)[Sn](COCC1=CC=C(C=C1)C(F)(F)F)(CCCC)CCCC